(R)-3-acetoxyl-2-(2,4-dimethoxyphenyl)propanol O(C(=O)C)C[C@@H](CO)C1=C(C=C(C=C1)OC)OC